CN1C(=N\C(\C1=O)=C/C1=CC2=C(N=CN2C)C=C1)NC1=NC=CC=C1 (5Z)-3-Methyl-5-[(3-methylbenzimidazol-5-yl)methylene]-2-(2-pyridylamino)imidazol-4-one